diphenyl-1,1'-biphenyl-4,4'-diamine C1(=CC=CC=C1)C=1C(=C(C=CC1N)C1=CC=C(C=C1)N)C1=CC=CC=C1